2-amino-3,5-difluorobenzaldehyde NC1=C(C=O)C=C(C=C1F)F